C(CCCCCCCC)(=O)OCC(COC(CCCCCCCC)=O)(COC(CCCCCCCC)=O)COC(CCCCCCCC)=O pentaerythritol tetra-pelargonate